S1C=CC2=C1C=CC(=C2)NC2=C(C(=O)N)C=C(C(=C2F)F)CC2=C(C(=NC=C2)NS(NC)(=O)=O)F 2-(1-benzothien-5-ylamino)-3,4-difluoro-5-[[3-fluoro-2-(methylsulfamoylamino)pyridin-4-yl]methyl]benzamide